2,5-Difluorotrifluoromethylbenzene FC1=C(C=C(C=C1)F)C(F)(F)F